C(C)OC(=O)C=1N=CC=2CN(CCC2C1)C1=NC(=CC(=C1)F)N1CC(OCC1)C 7-(4-fluoro-6-(2-methylmorpholino)pyridin-2-yl)-5,6,7,8-tetrahydro-2,7-naphthyridine-3-carboxylic acid ethyl ester